C(C=C)(=O)N[C@H]1CN(CCC1(F)F)CC1=CC(=NC=C1)C(=O)NC1=CC=C(C=C1)C1=CC2=C(N=CN=C2N2CCC(CC2)(F)F)N1 (S)-4-((3-acrylamido-4,4-difluoropiperidin-1-yl)methyl)-N-(4-(4-(4,4-difluoropiperidin-1-yl)-7H-pyrrolo[2,3-d]pyrimidin-6-yl)phenyl)picolinamide